C1(=CC=CC=C1)NC(NN=C1C(NC2=CC=C(C=C12)OC(F)(F)F)=O)=S 5-TRIFLUOROMETHOXY-1H-INDOLE-2,3-DIONE 3-(4-PHENYLTHIOSEMICARBAZONE)